C(C1=CC=CC=C1)SC1=CC(=CN(C1=O)C)C(=O)OC methyl 5-benzylsulfanyl-1-methyl-6-oxo-pyridine-3-carboxylate